[Cl-].C(C)(C)(C)C1=CC=C(C=C1)[C@H](C)[NH3+] (1S)-1-(4-tert-butylphenyl)ethan-1-aminium chloride